C=C(C(=O)OC1(COC1)C)CC(N[C@@H](C)C1=CC=C(C=C1)C(F)(F)F)=O (S)-3-methyloxetan-3-yl 2-methylene-4-oxo-4-(1-(4-(trifluoromethyl) phenyl)ethylamino)butanoate